C1(=CC=CC=C1)C1=CC=CC(=C1)C1(CC=CC=C1)C1=CC=CC=C1 2,4'-diphenyl-4,4'-biphenyl